N1(N=CC=C1)CC=1C=C(CN2CCC3(CC2)COC2=C4CN(C(C4=CC=C23)=O)C2C(NC(CC2)=O)=O)C=CC1 3-(1'-(3-((1H-pyrazol-1-yl)methyl)benzyl)-6-oxo-6,8-dihydro-2H,7H-spiro[furo[2,3-e]isoindole-3,4'-piperidin]-7-yl)piperidine-2,6-dione